S(=O)(=O)(O)O.C(C)O.C(C)O diethanol sulfate